C(C1=CC=CC=C1)N[C@H]1C[C@H]([C@H](CC1)O)C |r| rac-(1S,2R,4R)-4-(benzylamino)-2-methylcyclohexan-1-ol